C12OCC(CC1)(CC2)CO[C@@H]([C@@H](COC2CCC(CC2)C=2SC=CN2)NC(OCC2=CC=CC=C2)=O)C Benzyl ((2R,3R)-3-(2-oxabicyclo[2.2.2]octan-4-ylmethoxy)-1-((4-(thiazol-2-yl)cyclohexyl)oxy)butan-2-yl)carbamate